1,3-bis((2,2-dimethyl-1,3-dioxan-5-yl)methoxy)propan-2-amine CC1(OCC(CO1)COCC(COCC1COC(OC1)(C)C)N)C